1,10-phenanthroline-5,6-diamine N1=CC=CC=2C(=C(C3=CC=CN=C3C12)N)N